BrC=1C=C2C(=NC1)N(C(N2)=O)C 6-bromo-3-methyl-2-oxo-2,3-dihydro-1H-imidazo[4,5-b]pyridine